4-(3'-chloro-4'-fluoroanilino)-7-methoxy-6-(3-morpholinopropoxy)quinazoline ClC=1C=C(NC2=NC=NC3=CC(=C(C=C23)OCCCN2CCOCC2)OC)C=CC1F